2-((S)-1-acryloyl-4-(7-(benzothien-7-yl)-6-chloro-2-(((S)-1-methylpyrrolidin-2-yl)methoxy)quinazolin-4-yl)piperazin-2-yl)acetonitrile C(C=C)(=O)N1[C@H](CN(CC1)C1=NC(=NC2=CC(=C(C=C12)Cl)C1=CC=CC=2C=CSC21)OC[C@H]2N(CCC2)C)CC#N